2-(3-(4-nitrobenzyl)-2,4,5-trioxoimidazol-1-yl)acetic acid [N+](=O)([O-])C1=CC=C(CN2C(N(C(C2=O)=O)CC(=O)O)=O)C=C1